7-chloro-N-{3-[2-(4-chloro-3-fluorophenoxy)acetamido]bicyclo[1.1.1]pent-1-yl}-4-hydroxy-3,4-dihydro-2H-1-benzopyran-2-carboxamide ClC1=CC2=C(C(CC(O2)C(=O)NC23CC(C2)(C3)NC(COC3=CC(=C(C=C3)Cl)F)=O)O)C=C1